CN(C1=C(C=CC=C1)CN1N=C(C=C1C1=CC(=CC=C1)OC)COC(C(=O)O)(C)C)C 2-[[1-[[2-(Dimethylamino)phenyl]methyl]-5-(3-methoxyphenyl)pyrazol-3-yl]methoxy]-2-methyl-propanoic acid